tert-butyl (4R)-2-methoxy-4-(2,3,6-trifluorophenyl)pyrrolidine-1-carboxylate COC1N(C[C@H](C1)C1=C(C(=CC=C1F)F)F)C(=O)OC(C)(C)C